C(CCCCCCC\C=C/C\C=C/CCCCC)(=O)OCCCCCCCCCCCCCCCCCCCCCCC tricosanol linoleate